4-aminopyridyl-3-hydroxy-1-N-piperidinyl-sulfonamide NC1=CC(=NC=C1)NS(=O)(=O)N1CC(CCC1)O